ClC=1C(=C(C=CC1F)[C@@H]1N(OCC1)C1=CC(=NC=N1)NC=1C(=CC(=C(C1)NC(C=C)=O)N1CCC(CC1)N1CCN(CC1)C(C)C)OC)F N-(5-((6-((R)-3-(3-chloro-2,4-difluorophenyl)isoxazolidine-2-yl)pyrimidine-4-yl)amino)-2-(4-(4-isopropylpiperazine-1-yl)piperidine-1-yl)-4-methoxyphenyl)acrylamide